(2-(3,8-diazabicyclo[3.2.1]octan-8-yl)-5,7-dihydro-6H-pyrrolo[3,4-b]pyridin-6-yl)(pyrrolidin-1-yl)methanone C12CNCC(CC1)N2C2=CC=C1C(=N2)CN(C1)C(=O)N1CCCC1